(2-(2-chloro-4-methylpyridin-3-yl)-7-fluoro-4-isopropylquinolin-6-yl)-4-ethyl-3-(hydroxymethyl)-1H-1,2,4-triazol-5(4H)-one ClC1=NC=CC(=C1C1=NC2=CC(=C(C=C2C(=C1)C(C)C)N1N=C(N(C1=O)CC)CO)F)C